FC1=CC=C(C=C1)C#CC=1C=C(C(=O)O)C=CC1S(=O)(=O)CC1=NN(C=C1)C1=CC=C(C=C1)C(F)(F)F 3-((4-fluorophenyl)ethynyl)-4-(((1-(4-(trifluoromethyl)phenyl)-1H-pyrazol-3-yl)methyl)sulfonyl)benzoic acid